FC1CN(CCC1)CCC(=O)O 3-(3-fluoropiperidin-1-yl)propanoic acid